O1CCN(CC1)C1=NC=CC(=C1)C1=CC=2C(=NC=C(C2[2H])N)N1 2-(2-morpholino-pyridin-4-yl)-1H-pyrrolo[2,3-b]pyridin-5-amine-4-d